(7S)-2-(((1-((6-chloro-5-fluoropyridin-3-yl)methyl)-1H-pyrazol-4-yl)methyl)amino)-7-isopropyl-4,8-dimethyl-7,8-dihydropteridin-6(5H)-one ClC1=C(C=C(C=N1)CN1N=CC(=C1)CNC1=NC=2N([C@H](C(NC2C(=N1)C)=O)C(C)C)C)F